C(C)N(C1=CC2=C(C(=CC(O2)=O)C(F)(F)F)C=C1)C1=CC=C(C=C1)F 7-(ethyl-(4-fluorophenyl)amino)-4-(trifluoromethyl)-2H-benzopyran-2-one